1,3,5-tris(4-pyridin-3-ylphenyl)benzene N1=CC(=CC=C1)C1=CC=C(C=C1)C1=CC(=CC(=C1)C1=CC=C(C=C1)C=1C=NC=CC1)C1=CC=C(C=C1)C=1C=NC=CC1